(5R,6S)-5-Hydroxy-6-((R)-5H-imidazo[5,1-a]isoindol-5-yl)-N,N-dimethyl-5,6,7,8-tetrahydronaphthalen-2-carboxamid O[C@H]1C=2C=CC(=CC2CC[C@H]1[C@H]1N2C(C3=CC=CC=C13)=CN=C2)C(=O)N(C)C